OC(CCCCCCCCCCC(=O)[O-])CCCCCC 12-(hydroxy)stearate